2',5-dichloro-N-(5-chloro-6-(oxazol-2-yl)pyridin-3-yl)-2,4'-difluoro-[1,1'-biphenyl]-4-formamide ClC1=C(C=CC(=C1)F)C1=C(C=C(C(=C1)Cl)C(=O)NC=1C=NC(=C(C1)Cl)C=1OC=CN1)F